p-AMINOPHENYLTRIETHOXYSILANE NC1=CC=C(C=C1)[Si](OCC)(OCC)OCC